Cl.NCC(=O)C1=CC=C(C=C1)C 2-amino-1-(p-tolyl)ethan-1-one hydrochloride